7-[5-(4-Chloro-2-hydroxy-6-methyl-phenyl)oxazolo[4,5-b]pyridin-2-yl]-2,5,6,8-tetrahydro-2,7-naphthyridin-3-one ClC1=CC(=C(C(=C1)C)C1=CC=C2C(=N1)N=C(O2)N2CCC1=CC(NC=C1C2)=O)O